C(OC1=C(C=C(C=C1)[N+](=O)[O-])CCN(C)C(=O)OC(C)(C)C)([O-])=O 2-[tert-butoxycarbonyl(methyl)amino]ethyl(4-nitrophenyl) carbonate